ClC=1C(=C(C=CC1)NC(=O)C1=CC(=CC=2NC(=NC21)N2C[C@H](CC2)O)NC(=O)C2=C(C=CC=C2)C(F)(F)F)C N-(3-chloro-2-methylphenyl)-2-[(3S)-3-hydroxypyrrolidin-1-yl]-6-({[2-(trifluoromethyl)phenyl]carbonyl}amino)-1H-benzimidazole-4-carboxamide